methyl-(diphenylphosphinic acid) CC1=C(C=CC=C1)P(O)(=O)C1=CC=CC=C1